C(CCCCCCCCCCCCCCC(C)C)(=O)O.C(CCCCCCCCCCCCCCC(C)C)(=O)O.C(CCCCCCC\C=C/C\C=C/CCCCC)(=O)O linoleic acid diisostearate